BrC1=CN=C(C2=CN=C(C=C12)Cl)OC 4-bromo-6-chloro-1-methoxy-2,7-naphthyridine